di-tert-butyl 4,4'-(((2-chloroterephthaloyl)bis(azanediyl))bis(4,1-phenylene))bis(piperazine-1-carboxylate) ClC1=C(C(=O)NC2=CC=C(C=C2)N2CCN(CC2)C(=O)OC(C)(C)C)C=CC(=C1)C(=O)NC1=CC=C(C=C1)N1CCN(CC1)C(=O)OC(C)(C)C